6-[4-[3-(4-ethoxycarbonylpyrazol-1-yl)-2-pyridyl]piperazin-1-yl]-2-azaspiro[3.4]-octane-2-carboxylate C(C)OC(=O)C=1C=NN(C1)C=1C(=NC=CC1)N1CCN(CC1)C1CC2(CN(C2)C(=O)[O-])CC1